2-((5-chloro-2-((4-(piperazin-1-yl)phenyl)amino)pyrimidin-4-yl)amino)-6-((3-fluorobenzyl)oxy)benzonitrile ClC=1C(=NC(=NC1)NC1=CC=C(C=C1)N1CCNCC1)NC1=C(C#N)C(=CC=C1)OCC1=CC(=CC=C1)F